NC=1C2=C(N=CN1)N(C=C2C2=CC=C(C=C2)NC(=O)C=2C(N(N(C2C)C)C2=CC=CC=C2)=O)C N-(4-(4-amino-7-methyl-7H-pyrrolo[2,3-d]pyrimidin-5-yl)phenyl)-1,5-dimethyl-3-oxo-2-phenyl-2,3-dihydro-1H-pyrazole-4-carboxamide